ClC=1C=C(CCN=C=O)C=CC1 3-Chlorophenethylisocyanat